N=1N=NSC1 triazathiole